C(C)(C)(C)OC(=O)N1CCN(CC1)CC1=CC=C(C=C1)C=1C=C2C(N(CC2=C(C1)F)C(C(NC=1SC=CN1)=O)C1=C2N(C=N1)CCC2)=O 4-[[4-[2-[1-(6,7-dihydro-5H-pyrrolo[1,2-c]imidazol-1-yl)-2-oxo-2-(thiazol-2-ylamino)ethyl]-7-fluoro-3-oxo-isoindolin-5-yl]phenyl]methyl]piperazine-1-carboxylic acid tert-butyl ester